C(CCCC)[C@@H]1CC[C@H](CC1)C1=C(C=CC=C1)O trans-4-n-amyl-cyclohexyl-phenol